4-(4-{6-Bromo-7-[(1-ethylpiperidin-4-yl)amino]-3H-imidazo[4,5-b]pyridin-2-yl}phenyl)-1-(2-ethoxyethyl)piperazin-2-one BrC=1C(=C2C(=NC1)NC(=N2)C2=CC=C(C=C2)N2CC(N(CC2)CCOCC)=O)NC2CCN(CC2)CC